C(#N)C(CNC(C1=C(C=CC=C1)CC)(N)CC)C#N N'-dicyanoethyl-diethyl-toluenediamine